COC=1C=C(C=CC1)C1=C(C=CC(=C1)OC)S(=O)(=O)N1CCC(CC1)(C(=O)NC\C=C\S(=O)(=O)C)F (E)-1-((3',5-dimethoxy-[1,1'-biphenyl]-2-yl)sulfonyl)-4-fluoro-N-(3-(methylsulfonyl)allyl)piperidine-4-carboxamide